3-({[(4R)-7-[methyl-(4-propoxyphenyl)amino]-3,4-dihydro-2H-1-benzopyran-4-yl]methyl}amino)pyridine-4-carboxylic acid methyl ester COC(=O)C1=C(C=NC=C1)NC[C@@H]1CCOC2=C1C=CC(=C2)N(C2=CC=C(C=C2)OCCC)C